BrC=1C=C2C(=C(NC2=CC1)C)C=C(C#N)C#N 2-(5-Bromo-2-Methyl-1H-Indol-3-Ylmethylene)Malononitrile